3-(benzyloxy)-4-oxo-4,6,7,9-tetrahydropyrimido[2,1-c][1,4]oxazine-2-carboxylic acid C(C1=CC=CC=C1)OC1=C(N=C2COCCN2C1=O)C(=O)O